FC=1C=CC2=C(C(OC(=N2)C(C)C2=CC(=CC=C2)CC(C)C)=O)C1 6-fluoro-2-[1-[3-(2-methylpropyl)-phenyl]-ethyl]-4H-3,1-benzoxazin-4-one